N(CC(=O)Br)(CC(=O)Br)CC(=O)Br nitrilotriacetic acid, bromide